1-{6-[3-(1-amino-2,2,2-trifluoroethyl)phenyl]-3-(3,5-difluorophenyl)quinolin-4-yl}piperidin-4-amine NC(C(F)(F)F)C=1C=C(C=CC1)C=1C=C2C(=C(C=NC2=CC1)C1=CC(=CC(=C1)F)F)N1CCC(CC1)N